NC(CNC(CO)=O)C1=C(C=C(C(=C1)Cl)C)O N-[2-amino-2-(5-chloro-2-hydroxy-4-methylphenyl)ethyl]-hydroxyacetamide